C(C)(C)[C@@H]1CC=2C=C(C(=NC2C=2N1C=C1C(C2)=NNC1=O)OC)OCCCOC (S)-6-isopropyl-2-methoxy-3-(3-methoxypropoxy)-5,10-dihydropyrazolo[3',4':4,5]pyrido[1,2-h][1,7]naphthyridin-9(6H)-one